2-(3,5-Dichloro-4-((2-(2-fluorobenzyl)-1-oxo-1,2,3,4-tetrahydroisoquinolin-6-yl)oxy)phenyl)-1,2,4-triazine ClC=1C=C(C=C(C1OC=1C=C2CCN(C(C2=CC1)=O)CC1=C(C=CC=C1)F)Cl)N1NC=CN=C1